BrC=1C(=NN(C1)C1=CC=C(C=C1)N1CCN(CC1)C(=O)OC(C)(C)C)C1=NC=NC=C1 tert-butyl 4-{4-[4-bromo-3-(pyrimidin-4-yl)pyrazol-1-yl]phenyl}piperazine-1-carboxylate